O=C1CCC[C@H](N1)C(=O)O (S)-6-oxopiperidin-2-carboxylic acid